4-((4-Methylpiperazin-1-yl)methyl)phenyl-4-amino-1H-pyrazole-3-carboxamide CN1CCN(CC1)CC1=CC=C(C=C1)N1N=C(C(=C1)N)C(=O)N